6-cyclopropyl-8-fluoroisoquinoline-1(2H)-one C1(CC1)C=1C=C2C=CNC(C2=C(C1)F)=O